OC(C)(C)[C@H]1CN(CC1)C1=CC(=CN=N1)N1N=CC2=CC=C(C=C12)[C@]1(CC12CC2)C#N |o1:24| (R or S)-1-(1-(6-((R)-3-(2-hydroxypropan-2-yl)pyrrolidin-1-yl)pyridazin-4-yl)-1H-indazol-6-yl)spiro[2.2]pentane-1-carbonitrile